[(3S,5R)-3-[(4-methoxyphenyl) diphenylmethoxy]-5-(5-methyl-2,4-dioxo-3H-pyrimidin-1-yl)-2-[(trifluoromethanesulfonyloxy)methyl]oxolan-2-yl]methyl trifluoromethanesulfonate FC(S(=O)(=O)OCC1(O[C@H](C[C@@H]1OC(C1=CC=CC=C1)(C1=CC=CC=C1)C1=CC=C(C=C1)OC)N1C(NC(C(=C1)C)=O)=O)COS(=O)(=O)C(F)(F)F)(F)F